C(C)(C)(C)OC(=O)N1[C@@H](C[C@@H](CC1)C(C)(C)O)C1=CC=CC=C1 |r| rac-(2s,4r)-4-(2-hydroxypropan-2-yl)-2-phenylpiperidine-1-carboxylic acid tert-butyl ester